NC=1C=2N(C=C(N1)C(F)(F)F)C(=CN2)C=2C=C(C=CC2C)C2C(CCC2)F 1-(3-(8-Amino-6-(trifluoromethyl)imidazo[1,2-a]pyrazin-3-yl)-4-methylphenyl)-2-fluorocyclopentan